N-(2-amino-1-(thiophen-2-yl)ethyl)-1-(5-methyl-2-((tetrahydro-2H-pyran-4-yl)amino)-pyrimidin-4-yl)-1H-imidazole-4-carboxamide NCC(C=1SC=CC1)NC(=O)C=1N=CN(C1)C1=NC(=NC=C1C)NC1CCOCC1